FC=1C(=C(C=C(C1)C(=C)C)CC(=O)OCC)OC ethyl 2-(3-fluoro-2-methoxy-5-(prop-1-en-2-yl)phenyl)acetate